3-{[4-(2-amino-8-chloro-4-quinazolinyl)-1H-1,2,3-triazol-1-yl]methyl}-1-isopropyl-1H-pyridin-2-one NC1=NC2=C(C=CC=C2C(=N1)C=1N=NN(C1)CC=1C(N(C=CC1)C(C)C)=O)Cl